N1=C(C=CC=C1)CCNC(=O)C1=NC(=NO1)C1=CC=C(C=C1)Cl N-(2-(pyridin-2-yl)ethyl)-3-(p-chlorophenyl)-1,2,4-oxadiazole-5-carboxamide